C(CCCCCCCCCCCCCCCCC)C(C(=O)N)CCCCCCCCCCCCCCCC STEARYLSTEARAMIDE